C(C1=CC=CC=C1)N1CCC2(CC1)CNC1=CC=CC=C12 benzyl-1,2-dihydrospiro[indole-3,4'-piperidine]